5-(4-(4-((2-(2,6-dioxopiperidin-3-yl)-1,3-dioxoisoindolin-4-ylamino)methyl)-2-fluorobenzyl)piperazin-1-yl)picolinamide O=C1NC(CCC1N1C(C2=CC=CC(=C2C1=O)NCC1=CC(=C(CN2CCN(CC2)C=2C=CC(=NC2)C(=O)N)C=C1)F)=O)=O